C([O-])([O-])=O.[K+].CN(C=1C=CC(=C(C1)B(O)O)F)C.[K+] (5-(dimethylamino)-2-fluorophenyl)boronic acid potassium carbonate